C(CCC)[Mg]C(C)CC n-butyl-sec-butylmagnesium